O[C@@H]1[C@H](CO[C@@H]([C@@H]1O)CO)NC(=O)NS(=O)(=O)C N-(((3S,4R,5R,6R)-4,5-dihydroxy-6-(hydroxymethyl)tetrahydro-2H-pyran-3-yl)carbamoyl)methanesulfonamide